4-[8-(3-fluoro-phenyl)-3-hydroxy-quinolin-2-yl]-4-oxo-butyric acid ethyl ester C(C)OC(CCC(=O)C1=NC2=C(C=CC=C2C=C1O)C1=CC(=CC=C1)F)=O